C(C)(=O)N1[C@@H](CC[C@@H]1C)C(=O)N[C@@H](C1=CC=CC=C1)C1=CC(=C(C=C1)C1CC1)F (2S,5S)-1-acetyl-N-[(S)-(4-cyclopropyl-3-fluorophenyl)(phenyl)methyl]-5-methylpyrrolidine-2-carboxamide